1-(4-(4-cyano-3-fluorophenyl)-5-(3-hydroxy-4-methoxyphenyl)pyrimidin-2-yl)piperidine C(#N)C1=C(C=C(C=C1)C1=NC(=NC=C1C1=CC(=C(C=C1)OC)O)N1CCCCC1)F